5-(3-chlorobenzyl)-2-(4-chlorobenzyl)-1-methyl-1,2,4,5,6,7-hexahydro-3H-pyrazolo[4,3-c]pyridin-3-one ClC=1C=C(CN2CC3=C(CC2)N(N(C3=O)CC3=CC=C(C=C3)Cl)C)C=CC1